4-(4-chlorophenyl)-2,5-diphenyl-6-(4-(2-phenylpyrimidin-5-yl)phenyl)pyrimidine ClC1=CC=C(C=C1)C1=NC(=NC(=C1C1=CC=CC=C1)C1=CC=C(C=C1)C=1C=NC(=NC1)C1=CC=CC=C1)C1=CC=CC=C1